OC1=C(C=CC=C1)[13C](=O)C1=C(C(=NN1)S(=O)(=O)C1=CC=C(C)C=C1)C1=CC=CC=C1 (2-hydroxyphenyl)(4-phenyl-3-tosyl-1H-pyrazol-5-yl)methanone-13C